N1CCC(CC1)C=1C=NC=CC1 3-(4-piperidyl)pyridine